NC=1C(=C(C=CC1)CC1=CC(=C(N(C1=O)C)NC1=C(C=C(C=C1)I)F)C(=O)OC)F methyl 5-[(3-amino-2-fluorophenyl) methyl]-2-(2-fluoro-4-iodoanilino)-1-methyl-6-oxopyridine-3-carboxylate